FC1=C(C=CC(=C1)S(=O)(=O)C(C)(C)C1=C(C(=CC=C1)[N+](=O)[O-])F)SC1=NC(=C(C(=N1)NC1=NNC(=C1)C)OC)N1CC(CC1)OC 2-((2-fluoro-4-((2-(2-fluoro-3-nitrophenyl)propan-2-yl)sulfonyl)phenyl)thio)-5-methoxy-6-(3-methoxypyrrolidin-1-yl)-N-(5-methyl-1H-pyrazol-3-yl)pyrimidin-4-amine